1-(5-Methyl-1,3,6,7,8,9-hexahydro-2,4,8-triaza-cyclopenta[a]naphthalen-2-yl)-2-(1-pyridin-3-yl-azetidin-3-yl)-ethanone hydrochloride Cl.CC=1N=C2C(=C3CNCCC13)CN(C2)C(CC2CN(C2)C=2C=NC=CC2)=O